The molecule is a non-proteinogenic L-alpha-amino acid that is L-tryptophan in which the hydrogen at position 5 of the indole ring has been replaced by a chlorine. It is a non-proteinogenic L-alpha-amino acid, an organochlorine compound and a L-tryptophan derivative. It is a tautomer of a 5-chloro-L-tryptophan zwitterion. C1=CC2=C(C=C1Cl)C(=CN2)C[C@@H](C(=O)O)N